Cl.NC(CNC(C(=C)C)=O)C N-(2-aminopropyl)methacrylamide hydrochloride